C(CCC)C1=C(C(=C(C(=N1)O)C(=O)N1C[C@H](CC1)C1=CC=CC=C1)O)C1=C(C=CC=C1OC)OC 6-butyl-5-(2,6-dimethoxyphenyl)-3-[(3R)-3-phenylpyrrolidine-1-carbonyl]pyridine-2,4-diol